C[Si](OOC(C)(C)C)(C)C trimethyl-(t-butylperoxy)monosilane